CC=1N=CC(=NC1)C(C)=O 1-(5-Methylpyrazin-2-yl)ethan-1-one